2-azido-2,2-difluoro-1-(4-(trifluoromethoxy)phenyl)ethan-1-one tert-butyl-3-fluoro-4-oxo-piperidine-1-carboxylate C(C)(C)(C)OC(=O)N1CC(C(CC1)=O)F.N(=[N+]=[N-])C(C(=O)C1=CC=C(C=C1)OC(F)(F)F)(F)F